C(#C)C1=NC(=CC(=N1)C=1C=CC=2C=3C=4NC[C@H](NC(C4SC3C=CC2N1)=O)C)N1CCN(CC1)C (15R)-5-[2-ethynyl-6-(4-methylpiperazin-1-yl)pyrimidin-4-yl]-15-methyl-11-thia-6,14,17-triazatetracyclo[8.8.0.0^2,7.0^12,18]octadeca-1(10),2(7),3,5,8,12(18)-hexaen-13-one